CC=1N=NC=C(C1[C@@H](C)OC=1C=C2C(=NNC2=CC1OC)C=1C=NC(=C(C#N)C1)N1CC2(COC2)C1)C (R)-5-(5-(1-(3,5-dimethylpyridazin-4-yl)ethoxy)-6-methoxy-1H-indazol-3-yl)-2-(2-oxa-6-azaspiro[3.3]hept-6-yl)nicotinonitrile